piperazin-1-ylacetamide N1(CCNCC1)CC(=O)N